C(C)(C)(C)OC(=O)N1C[C@H](CC1)[C@@H](C(=O)OC(C)(C)C)CC1=NC2=C(N1C)C=C(C=C2)CN (3R)-3-[(2S)-3-[6-(aminomethyl)-1-methyl-1H-benzo[d]imidazol-2-yl]-1-(tert-butoxy)-1-oxopropan-2-yl]pyrrolidine-1-carboxylic acid tert-butyl ester